ClC1=CC(=C2C(=CNC2=C1Cl)I)OCCF 6,7-dichloro-4-(2-fluoroethoxy)-3-iodo-1H-indole